9-amino-2-cyclopropyl-6-methyl-2,3-dihydro-1H-[1,4]oxazino[2,3-c]quinolin-5(6H)-one NC1=CC=2C3=C(C(N(C2C=C1)C)=O)OCC(N3)C3CC3